FC(CCS(=O)(=O)NC1=C(C=C(C=C1)C1=NC=2C=NC(=NC2N(C1=O)C(C)C)N[C@@H]1CNC[C@H](C1)F)F)(F)F 3,3,3-Trifluoro-N-[2-fluoro-4-[2-[[(3S,5S)-5-fluoro-3-piperidyl]amino]-8-isopropyl-7-oxo-pteridin-6-yl]phenyl]propane-1-sulfonamide